1H-spiro[[1,8]naphthyridine-3,4'-pyran]-2(4H)-one O1C=CC2(C=C1)C(NC1=NC=CC=C1C2)=O